2-((5-(7-((1-(5-cyanopyridin-2-yl)piperidin-4-yl)methyl)-2,7-diazaspiro[3.5]nonan-2-yl)-1,2,4-triazin-6-yl)oxy)-N-ethyl-5-fluoro-N-isopropylbenzamide C(#N)C=1C=CC(=NC1)N1CCC(CC1)CN1CCC2(CN(C2)C=2N=CN=NC2OC2=C(C(=O)N(C(C)C)CC)C=C(C=C2)F)CC1